(S)-6'-bromo-8-(difluoromethoxy)-5'-fluoro-6-(trifluoromethyl)-2',3'-dihydro-3H,4'H-spiro[imidazo[1,2-a]pyridine-2,1'-naphthalen]-4'-one BrC=1C(=C2C(CC[C@@]3(C2=CC1)N=C1N(C=C(C=C1OC(F)F)C(F)(F)F)C3)=O)F